phenyldiazonium C1(=CC=CC=C1)[N+]#N